C(C1=CC=CC=C1)(=O)C=1C(OC2=CC(=CC(=C2C1)OCCCC)OCCCC)=O 3-benzoyl-5,7-dibutoxycoumarin